FC(S(=O)(=O)OC1=C(C=C(C=C1)C1=CC(=CC=C1)OC)C=O)(F)F [2-formyl-4-(3-methoxyphenyl)phenyl] trifluoromethanesulfonate